NC1=C(C=C(C=C1)NC=1C2=C(N=C(N1)C1=CC(=CC=C1)OCCCN1CCOCC1)C=CS2)O 2-Amino-5-((2-(3-(3-morpholinopropoxy)phenyl)thieno[3,2-d]pyrimidin-4-yl)amino)phenol